N[C@@H](CC(=O)OCC)C1=C(C(=CC(=C1)Br)C(F)(F)F)F Ethyl (S)-3-amino-3-(5-bromo-2-fluoro-3-(trifluoromethyl)phenyl)propanoate